NC1=C(C=C(C=C1)C1=NN(C(=C1C(=O)N)NC1=NC=CN=C1)COCC[Si](C)(C)C)O[C@@H](C)C1=CC(=CC=C1)F 3-{4-amino-3-[(1S)-1-(3-fluorophenyl)ethoxy]phenyl}-5-[(pyrazin-2-yl)amino]-1-{[2-(trimethylsilyl)ethoxy]methyl}-1H-pyrazole-4-carboxamide